(S)-(4-(4-fluoropyrazolo[1,5-a]pyridin-2-yl)-6,7-dihydro-1H-imidazo[4,5-c]pyridin-5(4H)-yl)(5-(pyrimidin-2-yl)-1,3,4-oxadiazol-2-yl)methanone FC=1C=2N(C=CC1)N=C(C2)[C@H]2N(CCC1=C2N=CN1)C(=O)C=1OC(=NN1)C1=NC=CC=N1